4-methyl-7-(4,4,5,5-tetramethyl-1,3,2-dioxaborolan-2-yl)-2H-pyrido[3,2-b][1,4]oxazin-3(4H)-one CN1C2=C(OCC1=O)C=C(C=N2)B2OC(C(O2)(C)C)(C)C